C(C1=CC=CC=C1)OC=1C=CC2=C(CN(S(O2)(=O)=O)CC=2C=C(C=CC2Cl)C(CC(=O)OCC)C2=C(C3=C(N(N=N3)CCCCOCC3=CC=C(C=C3)OC)C=C2)C)C1 ethyl 3-(3-{[6-(benzyloxy)-2,2-dioxo-2H-1,2λ6,3-benzoxathiazin-3(4H)-yl]methyl}-4-chlorophenyl)-3-(1-{4-[(4-methoxyphenyl)methoxy]butyl}-4-methyl-1H-benzotriazol-5-yl)propanoate